CCCCCC(=O)/C=C/C=C\\CCCCCCCCCC(=O)[O-] The molecule is a polyunsaturated oxo fatty acid anion that is the conjugate base of 15-oxo-EDE. It is an organic molecular entity and an oxo fatty acid anion. It is a conjugate base of a 15-oxoEDE.